CN1CCC2(C[C@@H]2C(=O)N[C@@H](CCCCCC(CC)=O)C=2NC(=CN2)C2=COC3=CC=CC=C3C2=O)CC1 (S)-6-Methyl-N-((S)-7-oxo-1-(5-(4-oxo-4H-chromen-3-yl)-1H-imidazol-2-yl)nonyl)-6-azaspiro[2.5]octan-1-carboxamid